C(C=1C(N)=CC=CC1)(=O)O.C(C1=CC=CC=C1)(=O)N benzamide anthranilate